2-[(7-amino-2-butyl-4-isopropoxy-imidazo[4,5-d]pyridazin-3-yl)methyl]-2-methyl-propane-1,3-diol hydrochloride salt Cl.NC=1N=NC(=C2C1N=C(N2CC(CO)(CO)C)CCCC)OC(C)C